(S)-2-(((3-butyl-3-ethyl-7-methoxy-1,1-dioxido-5-phenyl-2,3,4,5-tetrahydro-1,5-benzothiazepin-8-yl)methyl)thio)acetic acid C(CCC)[C@@]1(CS(C2=C(N(C1)C1=CC=CC=C1)C=C(C(=C2)CSCC(=O)O)OC)(=O)=O)CC